COC1=NC=C(C(=N1)OC)C=1C=C(C=2N(N1)C=CN2)[C@@H]2[C@H](C2)C2=CC=C1C=CN(C(C1=C2)=O)CC(F)(F)F 7-[(1S,2S)-2-[6-(2,4-dimethoxypyrimidin-5-yl)imidazo[1,2-b]pyridazin-8-yl]cyclopropyl]-2-(2,2,2-trifluoroethyl)isoquinolin-1-one